N1=NONCCCCCCCCCC(CCCCCC1)=O oxatriazacycloeicosen-14-one